CNC(=O)NC=1C=C(C=CC1)C1=C(C=C(C=C1)C=1C=NC=CC1)CCC(=O)N 3-(3'-((methylcarbamoyl)amino)-4-(pyridin-3-yl)biphenyl-2-yl)propanamide